(2R)-3-Methoxy-2-(3-methoxyphenyl)-N-[5-[[(3R)-1-pyridazin-3-ylpyrrolidin-3-yl]amino]-1,3,4-thiadiazol-2-yl]propanamid COC[C@H](C(=O)NC=1SC(=NN1)N[C@H]1CN(CC1)C=1N=NC=CC1)C1=CC(=CC=C1)OC